[2-(2-{5'-fluoro-1',7-dimethyl-[4,6'-biindazol]-1-yl}acetamido)acetamido]acetic acid FC=1C=C2C=NN(C2=CC1C=1C=2C=NN(C2C(=CC1)C)CC(=O)NCC(=O)NCC(=O)O)C